5-fluoro-2-(trifluoromethoxy)benzamide FC=1C=CC(=C(C(=O)N)C1)OC(F)(F)F